5-(pyridin-2-yl)-1,2,4-oxadiazole-3-carboxylic acid ethyl ester C(C)OC(=O)C1=NOC(=N1)C1=NC=CC=C1